CN(CCCN1N=CC(=C1)[N+](=O)[O-])C N,N-dimethyl-3-(4-nitro-1H-pyrazol-1-yl)propan-1-amine